methylethyl-(3-fluorocyclohexyl)phosphine oxide CP(C1CC(CCC1)F)(CC)=O